NN1C(=NC(=C1C(=O)O)C1=CC=C(C=C1)C(NC1=NC=CC(=C1)F)=O)[C@H]1N(CCC1)C(=O)OC(C)(C)C (S)-1-amino-2-(1-(tert-butoxycarbonyl)pyrrolidin-2-yl)-4-(4-((4-fluoropyridin-2-yl)carbamoyl)phenyl)-1H-imidazole-5-carboxylic acid